(cyclopropylmethyl)-N-methyl-N-phenyl-1,2,3,4-tetrahydroisoquinoline-7-amine C1(CC1)CC1NCCC2=CC=C(C=C12)N(C1=CC=CC=C1)C